(S)-2-(6-((4-azidobenzyl)oxy)benzo[d]thiazol-2-yl)-4,5-dihydrothiazole-4-carboxylic acid N(=[N+]=[N-])C1=CC=C(COC2=CC3=C(N=C(S3)C=3SC[C@@H](N3)C(=O)O)C=C2)C=C1